methyl 3-methyl-5-(5-nitropyridin-2-yl)isoxazole-4-carboxylate CC1=NOC(=C1C(=O)OC)C1=NC=C(C=C1)[N+](=O)[O-]